C1(CC1)C=1C=CN2C=C(C(C(=C2C1)C1=CC=C(C=C1)OC(F)F)=O)C1=CC=C(C=C1)OC(F)F 8-cyclopropyl-1,3-bis(4-(difluoromethoxy)phenyl)-2H-quinolizin-2-one